BrC1=CC=C2C(C(N(C2=C1)C)=O)(F)F 6-bromo-3,3-difluoro-1-methylindolin-2-one